FC(C1=C(C=CC(=C1)C(F)(F)F)C1CCC2=C(N(C1=O)CC#CCNC(=O)C=1OC=NN1)C=CC(=C2)F)(F)F N-(4-(3-(2,4-bis(trifluoromethyl)phenyl)-7-fluoro-2-oxo-2,3,4,5-tetrahydro-1H-benzo[b]azepin-1-yl)but-2-ynyl)-1,3,4-oxadiazole-2-carboxamide